N1=CC(=C2N1C=CC=N2)C(=O)NCC=2OC1=C(C2)C=C(C=C1C(=O)O)C=C 2-((Pyrazolo[1,5-a]pyrimidine-3-carboxamido)methyl)-5-vinylbenzofuran-7-carboxylic acid